Br[C@H]1[C@@H](C[C@@H](CC1)[N-]C(=O)OC(C)(C)C)O[Si](C)(C)C(C)(C)C ((1R,3R,4R)-4-bromo-3-((tert-butyldimethylsilyl)oxy)cyclohexyl)tert-butoxycarbonyl-amide